NCCCO[SiH2]O[SiH2]O aminopropyl-trioxasilane